O(C1=CC=CC=C1)CC(=O)NC1=C(C=C(C=C1)NC(COC1=CC=CC=C1)=O)C 2-Phenoxy-N-[2-methyl-4-(2-phenoxyacetylamino)phenyl]acetamide